Ethyl (2E)-3-[7-(difluoromethoxy)-1,4-dimethyl-1H-benzotriazol-5-yl]prop-2-enoate FC(OC1=CC(=C(C2=C1N(N=N2)C)C)/C=C/C(=O)OCC)F